2-(2-fluorobenzyl)-6-(2-(2,2,2-trifluoroethoxy)pyrimidin-5-yl)pyridazin-3(2H)-one FC1=C(CN2N=C(C=CC2=O)C=2C=NC(=NC2)OCC(F)(F)F)C=CC=C1